isopropyl-titanium (IV) C(C)(C)[Ti+3]